2-[(5S)-5-methyl-2-[2-(1-methyl-4-piperidyl)-1,3-benzothiazol-5-yl]-1-piperidyl]-2-oxo-N-[2-(2-trimethylsilylethoxymethyl)pyrazolo[3,4-c]pyridin-4-yl]acetamide C[C@H]1CCC(N(C1)C(C(=O)NC=1C=2C(C=NC1)=NN(C2)COCC[Si](C)(C)C)=O)C=2C=CC1=C(N=C(S1)C1CCN(CC1)C)C2